FC1CC(N(C1)C(CC=1C=NC=CC1)=O)C(=O)NC(C1=CC=C(C=C1)C(C)C)C1=CC=CC=C1 4-fluoro-N-{phenyl[4-(propan-2-yl)phenyl]methyl}-1-[2-(pyridin-3-yl)acetyl]pyrrolidine-2-carboxamide